COP(OC)=O.OC1=CC=C(C=C1)C(C)(C)C1=CC=C(C=C1)O bisphenol A (dimethyl)phosphonate